9,9-dimethyl-9H-fluorene-2,7-diamine CC1(C2=CC(=CC=C2C=2C=CC(=CC12)N)N)C